4-(benzyloxy)-2-((2R,3S,4S,5R)-3-(3,4-difluoro-2-methoxyphenyl)-4,5-dimethyl-5-(trifluoromethyl)tetrahydrofuran-2-yl)-8-fluoro-5-methyl-1,6-naphthyridine C(C1=CC=CC=C1)OC1=CC(=NC2=C(C=NC(=C12)C)F)[C@@H]1O[C@]([C@H]([C@H]1C1=C(C(=C(C=C1)F)F)OC)C)(C(F)(F)F)C